6-[7-(piperidin-4-yloxy)imidazo[1,2-a]Pyridin-3-yl]Pyrimidin-4-amine hydrochloride Cl.N1CCC(CC1)OC1=CC=2N(C=C1)C(=CN2)C2=CC(=NC=N2)N